ClC=1C=C(C(=O)N2CC=3C(=NN4C3C(CCC(C4)CNC(OC)=O)(F)F)CC2)C=CC1Cl Methyl {[2-(3,4-dichlorobenzoyl)-11,11-difluoro-1,3,4,7,8,9,10,11-octahydro-2H-pyrido-[4',3':3,4]pyrazolo[1,5-a]azepin-8-yl]methyl}carbamate